C1(CC1)[C@@H](\C=C\S(=O)(=O)C)NC(=O)N1[C@@H](C[C@@H](CC1)C(F)(F)F)C1=CC=CC=C1 (2S,4r)-N-((S,E)-1-cyclopropyl-3-(methylsulfonyl)allyl)-2-phenyl-4-(trifluoromethyl)piperidine-1-carboxamide